CC1CC(C(C(C1)=O)[2H])=O 5-methylcyclohexane-1,3-dione-2-d